C(C1=CC=CC=C1)OC(=O)NC(C(=O)O)C1CCC2(CC2)CC1 2-(((benzyloxy)carbonyl)amino)-2-(spiro[2.5]octan-6-yl)acetic acid